C(C)[C@@H]1N(C[C@H](NC1)CC)C=1C=2N=C(N(C2N(C(N1)=O)C)CC)CC#N 2-(6-((2S,5R)-2,5-diethylpiperazin-1-yl)-9-ethyl-3-methyl-2-oxo-3,9-dihydro-2H-purin-8-yl)acetonitrile